CC(C)C1=CC=C(CC1)C=O α-terpinen-7-al